azepane-2,4-dione N1C(CC(CCC1)=O)=O